C(C)(C)(C)OC(=O)N1CCC1 1-(tert-butoxycarbonyl)azetidine